C(C)(C)(C)OC(=O)N(C1=NC=CC(=C1)C=1OC=C(N1)C(=O)NC=1C(=NN(C1)C1CCC(CC1)C(=O)OC)C(N)=O)CC(F)(F)F methyl 4-[4-[[2-[2-[tert-butoxycarbonyl(2,2,2-trifluoroethyl)amino]-4-pyridyl] oxazole-4-carbonyl]amino]-3-carbamoyl-pyrazol-1-yl]cyclohexanecarboxylate